Cl.N1CC(C1)C=1C=NN(C1)C 4-(azetidin-3-yl)-1-methyl-1H-pyrazole hydrochloride